dimethyl-2-oxoacetamide CN(C(C=O)=O)C